ClC1(C(C=CC=C1)Cl)Cl 1,2,1-trichlorobenzene